C1(CC1)C1=C(C=CC=C1C1=CC2=C(NC(O2)=O)C=C1)CC(=O)N[C@H]1C(CCC[C@@H]1OC1CCN(CC1)C(C)C)(F)F 2-(2-cyclopropyl-3-(2-oxo-2,3-dihydrobenzo[d]oxazol-6-yl)phenyl)-N-((1R,6S)-2,2-difluoro-6-((1-isopropylpiperidin-4-yl)oxy)cyclohexyl)acetamide